ClC=1C=C(C=CC1F)C1=C(C(=NN1C)C1CC2CC(CC2C1)(CS(=O)(=O)C)O)C(=O)N (3-chloro-4-fluorophenyl)-3-((2s,5s)-5-hydroxy-5-(methylsulfonylmethyl)octahydro-pentalen-2-yl)-1-methyl-1H-pyrazole-4-carboxamide